BrC=1C=CC=C2C(C=C(OC12)C1=CC=CC=C1)=O 8-bromoflavone